azetidin-3-carboxylic acid propan-2-yl ester CC(C)OC(=O)C1CNC1